6-{7-Methoxyimidazo[1,2-a]pyridin-3-yl}-N-{[4-(5-methyl-1,2,4-oxadiazol-3-yl)phenyl]methyl}pyrimidin-4-amine COC1=CC=2N(C=C1)C(=CN2)C2=CC(=NC=N2)NCC2=CC=C(C=C2)C2=NOC(=N2)C